Cl.ClC=1C2=CN(N=C2C=CC1C1=CNC=2N=C(N(C(C21)=O)C)N2CC1CNC(C2)C1)CC 5-(4-chloro-2-ethyl-2H-indazol-5-yl)-2-{3,6-diaza-bicyclo[3.2.1]octan-3-yl}-3-methyl-3H,4H,7H-pyrrolo[2,3-d]pyrimidin-4-one hydrochloride